ethynyl cyanoacetate C(#N)CC(=O)OC#C